2-(4'-(10-methylphenazin-5(10H)-yl)-5',6'-diphenyl-[1,1':2',1''-terphenyl]-3'-yl)benzo[d]oxazole CN1C2=CC=CC=C2N(C=2C=CC=CC12)C=1C(=C(C(=C(C1C1=CC=CC=C1)C1=CC=CC=C1)C1=CC=CC=C1)C1=CC=CC=C1)C=1OC2=C(N1)C=CC=C2